6-bromo-2,3,3-trimethylisoindolin-1-one BrC1=CC=C2C(N(C(C2=C1)=O)C)(C)C